CN(CCOC1=CC(=C2CN(CC2=C1)C(=O)[O-])N[C@@H]1COCC1)C (S)-6-(2-(Dimethylamino)ethoxy)-4-((tetrahydrofuran-3-yl)amino)isoindoline-2-carboxylate